(E)-Ethyl 3-(3-Chlorobicyclo[2.2.1]hept-2-en-2-yl)acrylate ClC1=C(C2CCC1C2)/C=C/C(=O)OCC